1,3-bis-(2,6-dichlorophenylmethoxy)-2-ethylimidazole ClC1=C(C(=CC=C1)Cl)CON1C(N(C=C1)OCC1=C(C=CC=C1Cl)Cl)CC